2-hydroxy-propionic acid ethyl ester C(C)OC(C(C)O)=O